tert-Butyl 5-((3-carbamoyl-6-(2,6-difluorophenyl)pyridazin-4-yl)amino)pyridine-2-carboxylate C(N)(=O)C=1N=NC(=CC1NC=1C=CC(=NC1)C(=O)OC(C)(C)C)C1=C(C=CC=C1F)F